ClC1=CC=C(C=C1)NC1=NC=NC(=C1)C=1C=NN(C1)C1=CC(=CC=C1)Cl (p-chlorophenyl)-6-[1-(m-chlorophenyl)-1H-pyrazol-4-yl]-4-pyrimidinylamine